NC1=NC=C(C2=C1C(=NN2C2CN(CC2)C(C=C)=O)C#CC2=CC(=NC(=C2)OC)OC)C(C)C 1-(3-(4-amino-3-((2,6-dimethoxypyridin-4-yl)ethynyl)-7-isopropyl-1H-pyrazolo[4,3-c]pyridin-1-yl)pyrrolidin-1-yl)prop-2-en-1-one